4-(3-bromo-5-((4-fluorophenyl)sulfonyl)phenyl)morpholine BrC=1C=C(C=C(C1)S(=O)(=O)C1=CC=C(C=C1)F)N1CCOCC1